OC=1C(=NC=CC1)C(=O)NC1=CC=C(CNC([C@@H](CC2=CNC3=CC=CC=C23)NC(OC(C)(C)C)=O)=O)C=C1 |r| rac-tert-butyl (R)-(1-((4-(3-hydroxypicolinamido)benzyl)amino)-3-(1H-indol-3-yl)-1-oxopropan-2-yl)carbamate